chloro-sulfonic acid silicon [Si].ClS(=O)(=O)O